(E)-4-(4-fluorophenyl)-2-(2,4-dichlorostyryl)thiazole FC1=CC=C(C=C1)C=1N=C(SC1)\C=C\C1=C(C=C(C=C1)Cl)Cl